CC=1C=C(C=C(C1)C)[Si]C1=CC(=CC(=C1)C)C di(3,5-dimethylphenyl)silicon